tri-tert-butylsilicon chloride C(C)(C)(C)[Si](C(C)(C)C)(C(C)(C)C)Cl